The molecule is a polyketide isolated from fungi that is a potent inhibitor of fungal and mammalian squalene synthase. It has a role as an EC 2.5.1.21 (squalene synthase) inhibitor and a fungal metabolite. It is an acetate ester, a cyclic ketal, an oxabicycloalkane, a polyketide, a tertiary alcohol and a tricarboxylic acid. C[C@H](CCCC1=CC=CC=C1)/C=C/CCC(=O)O[C@@H]2[C@H]([C@]3(O[C@@H]([C@]([C@@]2(O3)C(=O)O)(C(=O)O)O)C(=O)O)CCC[C@H]([C@H](C)CC4=CC=CC=C4)OC(=O)C)O